CN(C1(CCC2(CN(C(N2)=O)C=2C=NC(=NC2)C(=O)N2CCN(CC2)C)CC1)C1=CC=CC=C1)C cis-8-dimethylamino-3-[2-(4-methyl-piperazine-1-carbonyl)-pyrimidin-5-yl]-8-phenyl-1,3-diazaspiro[4.5]decan-2-one